The molecule is a glyco-amino-acid anion formed by loss of a proton from the carboxy group of fructosylglycine. It is a conjugate base of a fructosylglycine. C([C@H]([C@H]([C@@H](C(=O)CNCC(=O)[O-])O)O)O)O